OC=1C=C(C=CC1N)C1(C(=O)OC1)C1=CC(=C(C=C1)N)O bis-(3-hydroxy-4-aminophenyl)propanelactoN